1-Methyl-2-(6-trifluoromethoxy-benzothiazol-2-ylamino)-1H-benzoimidazole-5-carboxylic acid ((R)-2,3-dihydroxy-propyl)-amide O[C@H](CNC(=O)C1=CC2=C(N(C(=N2)NC=2SC3=C(N2)C=CC(=C3)OC(F)(F)F)C)C=C1)CO